C(#N)C1=NC(=CC(=C1)C1=C(N=C(S1)NC(=O)N1C=CS(C=C1)=O)C1=CC(=CC=C1)C#N)C N-[5-(2-cyano-6-methyl-4-pyridinyl)-4-(3-cyanophenyl)thiazol-2-yl]-1-oxo-1,4-thiazine-4-carboxamide